4-amino-2-(5-fluoro-1-(2-fluorobenzyl)-1H-pyrazolo[3,4-b]pyridin-3-yl)pyrimidine-5-carboxylic acid NC1=NC(=NC=C1C(=O)O)C1=NN(C2=NC=C(C=C21)F)CC2=C(C=CC=C2)F